CC1=C(C=CC=C1CC1=CN(C2=CC(=CC=C12)OC)CC1=C(C=CC=C1)C)C1=C(C=CC=C1)C 3-((2,2'-dimethyl-[1,1'-biphenyl]-3-yl)methyl)-6-methoxy-1-(2-methylbenzyl)-1H-indole